3-Mercaptopropyltris(methyl)ethoxysilane SCCCCCO[Si](C)(C)C